8-(3-chloro-4-fluorophenyl)-2-(2-(3-fluoro-3-methylazetidin-1-yl)-2-oxoethyl)pyrrolo[1,2-a]pyrazin-1(2H)-one ClC=1C=C(C=CC1F)C=1C=CN2C1C(N(C=C2)CC(=O)N2CC(C2)(C)F)=O